IC1=C2C(=NC=C1)C1=C(S2)C=CC=C1 4-iodobenzothieno[3,2-b]pyridine